BrC1=C(C=CC=C1)[C@H]1NCCC1 (S)-2-(2-bromophenyl)pyrrolidine